C1(CC1)C1=NC=NC(=C1C1=NC(=C2N=CN(C2=N1)CCS(=O)(=O)C)OCC1=CC=C(C=C1)C=1N(C=C(N1)C(F)(F)F)C)OC 2-(4-cyclopropyl-6-methoxypyrimidin-5-yl)-6-((4-(1-methyl-4-(trifluoromethyl)-1H-imidazol-2-yl)benzyl)oxy)-9-(2-(methylsulfonyl)ethyl)-9H-purine